Dimethyl dihydrofuran-3,3(2H)-dicarboxylate O1CC(CC1)(C(=O)OC)C(=O)OC